4-(2-(benzyloxy)spiro[3.5]non-6-en-7-yl)-N-(3-chloro-4-fluorophenyl)-1-methyl-1H-imidazole-5-carboxamide C(C1=CC=CC=C1)OC1CC2(C1)CC=C(CC2)C=2N=CN(C2C(=O)NC2=CC(=C(C=C2)F)Cl)C